P(=O)(OOCCC)([O-])[O-] propyloxy phosphate